NC1=C(N=CC(=N1)N1CCC2(CC1)[C@@H](C1=CC=CC(=C1C2)Br)N)SC2=C(C(=NC=C2)N)Cl (S)-1'-(6-amino-5-((2-amino-3-chloropyridin-4-yl)thio)pyrazin-2-yl)-4-bromo-1,3-dihydrospiro[indene-2,4'-piperidin]-1-amine